(3aS,4R,6aR)-1-((S)-2-amino-3-phenylpropanoyl)-4-(4-boronobutyl)octahydropyrrolo[3,4-b]pyrrole-4-carboxylic acid N[C@H](C(=O)N1[C@@H]2[C@H](CC1)[C@@](NC2)(C(=O)O)CCCCB(O)O)CC2=CC=CC=C2